C(C1CO1)OCCC[Si](OCC)(OCC)C Gamma-Glycidyloxypropylmethyldiethoxysilan